C1(CC1)C[C@@H](C1=CC=C(C=C1)[C@H](C)NC=1N=CC2=C(N(C(OC2)=O)CC)N1)N1CCN(CC1)C(=O)OC(C)(C)C tert-Butyl 4-[(1S)-2-cyclopropyl-1-[4-[(1S)-1-[(1-ethyl-2-oxo-4H-pyrimido[4,5-d][1,3]oxazin-7-yl)amino]ethyl]phenyl]ethyl]piperazine-1-carboxylate